COC1=CC=C(C=C1)C1=NC=C(C=C1C1=CC=C(C(=O)O)C=C1)COCCC 4-(2-(4-methoxyphenyl)-5-(propoxymethyl)pyridin-3-yl)benzoic acid